Ethyl 3,6,10-trimethylphenanthrene-9-carboxylate CC=1C=CC=2C(=C(C3=CC=C(C=C3C2C1)C)C(=O)OCC)C